3-((3R,4R)-4-hydroxytetrahydrofuran-3-yl)-8-(1-methyl-1H-pyrazol-4-yl)-6-(5-(trifluoromethyl)pyridin-2-yl)pyrido[3,4-d]pyrimidin-4(3H)-one O[C@@H]1[C@@H](COC1)N1C=NC2=C(C1=O)C=C(N=C2C=2C=NN(C2)C)C2=NC=C(C=C2)C(F)(F)F